(5-Chloro-2,4-diphenyl-2,3-dihydrobenzofuran-2-yl)methanamine ClC=1C=CC2=C(CC(O2)(C2=CC=CC=C2)CN)C1C1=CC=CC=C1